ethyl 7-[4-(tert-butoxycarbonyl)piperazin-1-yl]-2H-pyrazolo[4,3-b]pyridine-3-carboxylate Ethyl-7-(piperazin-1-yl)-2H-pyrazolo[4,3-b]pyridine-3-carboxylate C(C)OC(=O)C=1NN=C2C1N=CC=C2N2CCNCC2.C(C)(C)(C)OC(=O)N2CCN(CC2)C=2C=1C(N=CC2)=C(NN1)C(=O)OCC